ClC1=C2N(C=NC2=NC(=N1)F)CC#C 6-chloro-2-fluoro(7-prop-2-yn-1-yl)-7H-purine